4-[2-(6-{3-Azabicyclo[3.1.0]hexan-3-ylmethyl}-1-oxo-3H-isoindol-2-yl)-6-cyclopropylpyridin-4-yl]-3-(4-methyl-1,2,4-triazol-3-yl)benzonitrile C12CN(CC2C1)CC1=CC=C2CN(C(C2=C1)=O)C1=NC(=CC(=C1)C1=C(C=C(C#N)C=C1)C1=NN=CN1C)C1CC1